BrC=1C=C(C=NC1)C1(CC(C1)C)C(=O)NN 1-(5-bromopyridin-3-yl)-3-methylcyclobutane-1-carboxylic acid hydrazide